C1=NC(=C2C(=N1)N(C=N2)[C@H]3[C@@H]([C@@H]([C@H](O3)CO)NC(=O)[C@H](CCCCNC(=O)N)N)O)N homocitrullylaminoadenosine